(7S)-4-(3-fluoro-2-pyridinyl)-7-(4-methyl-1,3-thiazol-5-yl)-2-(2-(2-propenoyl)-2,6-diazaspiro[3.4]octan-6-yl)-5,6,7,8-tetrahydro-3-quinolinecarbonitrile FC=1C(=NC=CC1)C1=C(C(=NC=2C[C@H](CCC12)C1=C(N=CS1)C)N1CC2(CN(C2)C(C=C)=O)CC1)C#N